COC(C)(C)[C@H]1CNCC1 (3R)-3-(1-methoxy-1-methyl-ethyl)pyrrolidine